propandiol methyl-(R)-2-(benzyloxy)propanoate CC(C(=O)OC(CC)O)(C)OCC1=CC=CC=C1